N=CCC(=O)O.NC=1N=C(SC1C(=O)C1=CC(=NO1)C(=O)NC1(CC1)C1CC1)N(C1=CC=C(C=C1)F)[C@@H](C(=O)N)C |r| Rac-5-[4-amino-2-(N-(2-amino-1-methyl-2-oxo-ethyl)-4-fluoro-anilino)thiazole-5-carbonyl]-N-(1-cyclopropylcyclopropyl)isoxazole-3-carboxamide beta-iminopropionate